C(C)(C)(C)OC(=O)N1[C@@H](C[C@@H](C1)OC1=CC(=CC=C1)C1=NN(C(N1CCCCNC(C1=C(C=CC=C1)C(=O)O)=O)=O)C)C(=O)O (2S,4S)-1-tert-butoxycarbonyl-4-[3-[4-[4-[(2-carboxybenzoyl)amino]butyl]-1-methyl-5-oxo-1,2,4-triazol-3-yl]phenoxy]pyrrolidine-2-carboxylic acid